(S)-α-ethyl-2-oxo-1-pyrrolidineacetate C(C)[C@@H](C(=O)[O-])N1C(CCC1)=O